N-(5-amino-6-bromo-1H-pyrrolo[3,2-b]pyridin-2-yl)benzamide NC1=C(C=C2C(=N1)C=C(N2)NC(C2=CC=CC=C2)=O)Br